BrC1=CC=C2CCNCC2=C1C 7-Bromo-8-methyl-1,2,3,4-tetrahydroisoquinoline